NC1=NC(=CC(=N1)N1CCC2(C[C@H](NC2)C(=O)O)CC1)OC(C(F)(F)F)C1=CC=C(C=C1)C1=CC(=CC=C1)F (3S)-8-(2-amino-6-(2,2,2-trifluoro-1-(3'-fluoro-[1,1'-biphenyl]-4-yl)ethoxy)pyrimidin-4-yl)-2,8-diazaspiro[4.5]decane-3-carboxylic acid